NC(CC(=O)NC)C1=CC(=CC=C1)C(F)(F)F 3-amino-N-methyl-3-[3-(trifluoromethyl)phenyl]propanamide